C(#N)C=1C(=CC2=C(OCCO2)C1)CCNC(OC(C)(C)C)=O Tert-butyl (2-(7-cyano-2,3-dihydrobenzo[b][1,4]dioxin-6-yl)ethyl)carbamate